2-(3,5-difluorophenyl)-6-(4-methylphenyl)-3-oxo-2,3-dihydropyridazine-4-carboxylic acid FC=1C=C(C=C(C1)F)N1N=C(C=C(C1=O)C(=O)O)C1=CC=C(C=C1)C